BrC1=C(C=C(C=C1)[C@@H](C(F)(F)F)N([S@](=O)C(C)(C)C)C)F (R)-N-((S)-1-(4-bromo-3-fluorophenyl)-2,2,2-trifluoroethyl)-N,2-dimethylpropane-2-sulfinamide